ClC=1C=C2CNC(NC2=C(C1)F)=S 6-chloro-8-fluoro-3,4-dihydroquinazolin-2(1H)-thione